2-(4-(3-isopropyl-2-(3-methyl-[1,2,3]triazolo[1,5-a]pyridin-5-yl)-1H-indol-5-yl)piperidin-1-yl)-N-methylacetamide C(C)(C)C1=C(NC2=CC=C(C=C12)C1CCN(CC1)CC(=O)NC)C1=CC=2N(C=C1)N=NC2C